Tert-butyl 6-((1-(6-(1-cyanocyclopropyl)pyridin-2-yl)-2-ethyl-3-oxo-2,3-dihydro-1H-pyrazolo[3,4-d]pyrimidin-6-yl)amino)-3,4-dihydroisoquinoline-2(1H)-carboxylate C(#N)C1(CC1)C1=CC=CC(=N1)N1N(C(C=2C1=NC(=NC2)NC=2C=C1CCN(CC1=CC2)C(=O)OC(C)(C)C)=O)CC